1,1-bis(4-aminocyclohexyl)-butane NC1CCC(CC1)C(CCC)C1CCC(CC1)N